Methyl 5-((3-(hydroxyamino)-3-iminopropyl)amino)benzo[c][2,6]naphthyridine-8-carboxylate ONC(CCNC1=NC2=C(C3=CN=CC=C13)C=CC(=C2)C(=O)OC)=N